2-(2-(3-(pyridin-2-yldisulfanyl)propionamido)ethoxy)nonanoic acid-d8 N1=C(C=CC=C1)SSCCC(=O)NCCOC(C(=O)O)(C(C(C(C(CCC)[2H])([2H])[2H])([2H])[2H])([2H])[2H])[2H]